N1=C2C(=CC=C1)CCC2=O 5H-cyclopenta[b]pyridine-7(6H)-one